3-chloro-2-(4-(2,6-difluorophenyl)-5-methyl-1H-1,2,3-triazol-1-yl)-6-methoxypyridine ClC=1C(=NC(=CC1)OC)N1N=NC(=C1C)C1=C(C=CC=C1F)F